4-(3-(methylamino)azetidin-1-yl)phenol hydrochloride Cl.CNC1CN(C1)C1=CC=C(C=C1)O